CNCCN(C)CCNC bis[2-(methylamino)ethyl]methylamine